5-trimethoxysilyl-bicyclo[2.2.1]hept-2-ene CO[Si](C1C2C=CC(C1)C2)(OC)OC